ClC1=C(C=CC=C1)CC(CC1=C(C=CC=C1)Cl)=O 1,3-bis(2-chlorophenyl)propan-2-one